ClC1=CC=C(C=N1)C(=O)NC1(CCC1)C1=NC=C(C=C1)NC(=O)C1=CC=C(C=C1)C#N 6-chloro-N-(1-{5-[(4-cyanobenzene-1-carbonyl)amino]pyridin-2-yl}cyclobutyl)pyridine-3-carboxamide